C(C1=CC=CC=C1)OC(=O)N[C@H](C=1N=C2N(N=C(C=C2)CC2(C(N([C@@H](C2)C)C(=O)OC(C)(C)C)=O)C(=O)OC)C1)C1CCC(CC1)C 1-(tert-butyl) 3-methyl (5R)-3-((2-((S)-(((benzyloxy)carbonyl)amino)((1r,4S)-4-methylcyclohexyl)methyl)imidazo[1,2-b]pyridazin-6-yl)methyl)-5-methyl-2-oxopyrrolidine-1,3-dicarboxylate